4,4'-Bis-(2,4,6-triamino-s-triazinyl)-stilben NC1N(C(=NC(=N1)N)N)C1=CC=C(C=C1)C=CC1=CC=C(C=C1)N1C(N=C(N=C1N)N)N